(3R)-3-(4-Chlorophenyl)-4-fluoro-3-({1-[hydroxy(2H2)methyl]cyclopropyl}(2H2)methoxy)-6-(2-hydroxypropan-2-yl)-2-[(6-methoxypyridin-3-yl)methyl]-2,3-dihydro-1H-isoindol-1-on ClC1=CC=C(C=C1)[C@@]1(N(C(C2=CC(=CC(=C12)F)C(C)(C)O)=O)CC=1C=NC(=CC1)OC)OC([2H])([2H])C1(CC1)C([2H])([2H])O